S(=O)(=O)(OOS(=O)(=O)C1=CC=C(C=C1)C)C1=CC=C(C)C=C1 p-tolylsulfonyloxy (tosylate)